C1=C(C=CC2=CC=CC=C12)C1=CC2=C(C3=CC=CC=C3C(=C2C=C1)C=1C(=NC=CC1)C1=CC=CC=C1)C=1C(=NC=CC1)C1=CC=CC=C1 (2-(naphthalen-2-yl)anthracene-9,10-diyl)bis(2-PHENYLPYRIDINE)